2-cyclopropyl-9-(2,2-difluoro-1,3-benzodioxol-5-yl)-7-[4-(difluoromethoxy)-3-methoxyphenyl]-8H-pyrido[1,2-a]pyrimidin-8-one C1(CC1)C1=NC=2N(C=C1)C=C(C(C2C2=CC1=C(OC(O1)(F)F)C=C2)=O)C2=CC(=C(C=C2)OC(F)F)OC